C(C)(C)(C)C=1C(=C(C=C(C1)C(C)(C)C)N1N=C2C(=N1)C=CC(=C2)Cl)O 2-[3,5-di-tert-butyl-2-hydroxyphenyl]-5-chlorobenzotriazole